C(C1=CC=CC=C1)(=O)S[C@@H]1CN(C[C@@H]1F)C(=O)OC(C)(C)C tert-Butyl cis-3-(benzoylthio)-4-fluoropyrrolidine-1-carboxylate